CC1=C(C=C(C=C1)NC(C1=NC=CC(=C1)C(F)(F)F)=O)C1=CC2=C(N=C(N=C2)NC2COC2)N2C1=NCC2 N-(4-methyl-3-(2-(oxetan-3-ylamino)-8,9-dihydroimidazo[1',2':1,6]pyrido[2,3-d]pyrimidin-6-yl)phenyl)-4-(trifluoromethyl)picolinamide